3-acetyl-3''-chloro-4''-((3,5-difluoropyridine-2-yl)methoxy)-5',6''-dimethyl-2H,2''H-[1,2':4',1''-terpyridine] C(C)(=O)C=1CN(C=CC1)C1=NC=C(C(=C1)N1CC(=C(C=C1C)OCC1=NC=C(C=C1F)F)Cl)C